N-(((1R,2S)-2-aminocyclopentyl)methyl)-4-(5-methyl-7H-pyrrolo[2,3-d]pyrimidin-4-yl)-3,4-dihydro-2H-1,4-thiazine-6-carboxamide N[C@@H]1[C@H](CCC1)CNC(=O)C1=CN(CCS1)C=1C2=C(N=CN1)NC=C2C